N-(1,5-dimethyl-1H-pyrazol-3-yl)-3-(pyridin-4-yl)thieno[3,2-b]pyridin-5-amine CN1N=C(C=C1C)NC1=CC=C2C(=N1)C(=CS2)C2=CC=NC=C2